C(=O)[C@H]1CN(CC1)C(=O)OC(C)(C)C (R)-tert-butyl 3-formylpyrrolidine-1-carboxylate